((3-(dimethylamino)propyl)azanediyl)bis(hexane-1,2-diyl) dioctanoate C(CCCCCCC)(=O)OC(CN(CC(CCCC)OC(CCCCCCC)=O)CCCN(C)C)CCCC